C1(CC1)C=1C=CC(=NC1)N1C(CC1)OC=1C=C(C=CC1OC)[C@H]1[C@](CN(C1)C(=O)[C@H]1OC(OCC1)(C)C)(C)[C@@H](C)O ((3S,4S)-4-(3-((1-(5-cyclopropylpyridin-2-yl)azetidinyl)oxy)-4-methoxyphenyl)-3-((R)-1-hydroxyethyl)-3-methylpyrrolidin-1-yl)((S)-2,2-dimethyl-1,3-dioxan-4-yl)methanone